N-(9-((2R,3R,4R,5R)-5-(aminomethyl)-3-fluoro-4-hydroxytetrahydrofuran-2-yl)-9H-purine-6-Yl)benzamide NC[C@@H]1[C@H]([C@H]([C@@H](O1)N1C2=NC=NC(=C2N=C1)NC(C1=CC=CC=C1)=O)F)O